N-morpholinonicotinamide O1CCN(CC1)NC(C1=CN=CC=C1)=O